N[C@](C(=O)[O-])(CC(C)(C)C)C1=C(C=C(C=C1)C=1N=NN(C1)C1CC1)F (R)-2-amino-2-(4-(1-cyclopropyl-1H-1,2,3-triazol-4-yl)-2-fluorophenyl)-4,4-dimethylpentanoate